COC1=CC(=C2C=CC=NC2=C1)C1(CC1)NC(C1=C(C=CC(=C1)OC[C@@H]1N(CC2(CC2)C1)C)C)=O (R)-N-(1-(7-Methoxyquinolin-5-yl)cyclopropyl)-2-methyl-5-((5-methyl-5-azaspiro[2.4]heptan-6-yl)methoxy)benzamide